N,N-bis(2-hydroxyethyl)-ethylenediamine OCCN(CCN)CCO